FC(C(=O)O)(F)F.C1C(CC12CCNCC2)N2CCC(CC2)C2=CC1=C(N(C(N1C)=O)C1C(NC(CC1)=O)=O)C=C2 3-(5-(1-(7-azaspiro[3.5]nonan-2-yl)piperidin-4-yl)-3-methyl-2-oxo-2,3-dihydro-1H-benzo[d]imidazol-1-yl)piperidine-2,6-dione trifluoroacetate